(1R,3aR,6aS)-N-((S)-4-hydroxy-3-oxo-1-((R)-2-oxopyrrolidin-3-yl)butan-2-yl)-2-(1H-indole-2-carbonyl)octahydrocyclopenta[c]pyrrole-1-carboxamide OCC([C@H](C[C@@H]1C(NCC1)=O)NC(=O)[C@@H]1N(C[C@H]2[C@@H]1CCC2)C(=O)C=2NC1=CC=CC=C1C2)=O